O=C1NC(CCC1N1C(N(C2=C1C=CC(=C2)C2=CC=C(C=C2)N2C[C@@H](CC2)CN(C2CCN(CC2)C(=O)OC(C)(C)C)C)C)=O)=O tert-butyl 4-({[(3S)-1-{4-[1-(2,6-dioxopiperidin-3-yl)-3-methyl-2-oxo-1,3-benzodiazol-5-yl]phenyl}pyrrolidin-3-yl]methyl}(methyl)amino)piperidine-1-carboxylate